COC(=O)C1(CCN(CC1)C1=CN=NC(=C1)Cl)OC.OC1=C(C=CC=C1)C1=CC(=CN=N1)N1CCC(CC1)(C(=O)OC)OC methyl 1-[6-(2-hydroxyphenyl)pyridazin-4-yl]-4-methoxypiperidine-4-carboxylate Methyl-1-(6-chloropyridazin-4-yl)-4-methoxypiperidine-4-carboxylate